triacetic acid phosphite P(O)(O)O.C(C)(=O)O.C(C)(=O)O.C(C)(=O)O